9,10-di(4-propylphenoxy)anthracene C(CC)C1=CC=C(OC=2C3=CC=CC=C3C(=C3C=CC=CC23)OC2=CC=C(C=C2)CCC)C=C1